Methyl (1S,3S)-3-((6-(5-(((4-cyclopropyl-1,3,5-triazin-2-yl)amino)methyl)-1-methyl-1H-1,2,3-triazol-4-yl)-2-methylpyridin-3-yl)oxy)cyclohexane-1-carboxylate C1(CC1)C1=NC(=NC=N1)NCC1=C(N=NN1C)C1=CC=C(C(=N1)C)O[C@@H]1C[C@H](CCC1)C(=O)OC